CC1=NN(C(=C1)C)C=1C=CC(N(N1)C1CCN(CC1)S(=O)(=O)CCC1=CC=CC=C1)=O 6-(3,5-dimethylpyrazol-1-yl)-2-[1-(2-phenylethylsulfonyl)piperidin-4-yl]pyridazin-3-one